(R)-N4-(1-(3-amino-5-(trifluoromethyl)phenyl)ethyl)-2-(azetidin-1-yl)-N6-methylpyrido[3,4-d]pyrimidine-4,6-diamine NC=1C=C(C=C(C1)C(F)(F)F)[C@@H](C)NC=1C2=C(N=C(N1)N1CCC1)C=NC(=C2)NC